(S)-1'-(6-amino-5-((2-(trifluoromethyl)pyridin-3-yl)thio)pyrazin-2-yl)-5,7-dihydrospiro[cyclopenta[b]pyridine-6,4'-piperidin]-5-amine NC1=C(N=CC(=N1)N1CCC2(CC1)[C@@H](C=1C(=NC=CC1)C2)N)SC=2C(=NC=CC2)C(F)(F)F